(S)-2-((tert-Butyloxycarbonyl)amino)-3-fluoropropionic acid benzyl ester C(C1=CC=CC=C1)OC([C@@H](CF)NC(=O)OC(C)(C)C)=O